C(CCC)NCC N-butyl-N-ethylamine